FC=1C(=C(C=CC1)[C@@H]1C2=C(NC(=C1C(=O)OC)CF)COC2=O)[C@@H](C)F |o1:23| methyl (R)-4-(3-fluoro-2-((R or S)-1-fluoroethyl)phenyl)-2-(fluoromethyl)-5-oxo-1,4,5,7-tetrahydrofuro[3,4-b]pyridine-3-carboxylate